C(CCCCCCCCCCCCCCC(C)C)(=O)OC(CO)=O hydroxyacetyl isostearate